4-[(4-aminophenyl)[4-(phenyloxy)phenyl]methyl]aniline NC1=CC=C(C=C1)C(C1=CC=C(N)C=C1)C1=CC=C(C=C1)OC1=CC=CC=C1